[Si](C)(C)(C(C)(C)C)OC[C@@H]1N([C@H](C2=CC=CC(=C2C1)C(C)(C)O)C)C(=O)OCCCC butyl (1S,3R)-3-[[tert-butyl(dimethyl)silyl]oxymethyl]-5-(1-hydroxy-1-methylethyl)-1-methyl-3,4-dihydro-1H-isoquinoline-2-carboxylate